(1R,3R)-3-(6-((2-(Dimethylamino)ethyl)amino)-4-methyl-1-oxoisoindolin-2-yl)-N-(3-methoxy-4-methylphenyl)cyclopentanecarboxamide CN(CCNC1=CC(=C2CN(C(C2=C1)=O)[C@H]1C[C@@H](CC1)C(=O)NC1=CC(=C(C=C1)C)OC)C)C